C(C)(C)(C)OC(=O)NC1C=CCC(C1)C(=O)[O-] 5-(tert-butoxycarbonylamino)cyclohex-3-ene-1-carboxylate